Di-(Butan-3-One-1-Yl) Sulfide C(CC(C)=O)SCCC(C)=O